1-[(1R)-3-(3-benzyloxypropoxy)-1-methyl-propyl]-4-(4,4,5,5-tetramethyl-1,3,2-dioxaborolan-2-yl)pyrazole C(C1=CC=CC=C1)OCCCOCC[C@@H](C)N1N=CC(=C1)B1OC(C(O1)(C)C)(C)C